tert-Butyl 2',3'-dihydrospiro[azetidine-3,4'-pyrido[2,3-b][1,4,5]oxathiazepine]-1-carboxylate 1',1'-dioxide S1(C2=C(OC3(CN1)CN(C3)C(=O)OC(C)(C)C)N=CC=C2)(=O)=O